Cl.Cl.ClC=1C(=NC(=NC1)NC=1C=NN(C1)C)N1C[C@H]2CNC[C@@]2(C1)C trans-5-chloro-N-(1-methyl-1H-pyrazol-4-yl)-4-(3a-methyl-hexahydropyrrolo[3,4-c]pyrrol-2(1H)-yl)pyrimidin-2-amine dihydrochloride